2'-acetyl-3-chloro-4-((3,5-difluoropyridin-2-yl)methoxy-d)-5',6-dimethyl-2H-[1,4'-bipyridin]-2-one C(C)(=O)C1=NC=C(C(=C1)N1C(C(=C(C=C1C)OC([2H])C1=NC=C(C=C1F)F)Cl)=O)C